CC1=CC(=C2C(=N1)NCC2)N2CCN(CC2)C(=O)OC(C)(C)C tert-butyl 4-(6-methyl-2,3-dihydro-1H-pyrrolo[2,3-b]pyridin-4-yl)piperazine-1-carboxylate